ClC=1C=C(CN=C=O)C=C(C1)Cl 3,5-dichlorobenzyl isocyanate